3-(1-thioxo-4-((4-(3-(trifluoromethyl)pyridin-2-yl)piperazin-1-yl)methyl)isoindolin-2-yl)piperidine-2,6-dione S=C1N(CC2=C(C=CC=C12)CN1CCN(CC1)C1=NC=CC=C1C(F)(F)F)C1C(NC(CC1)=O)=O